(R)-N-(1-(2-methyl-3-(trifluoromethyl)phenyl)ethyl)-7-((1-methylpiperidin-4-yl)oxy)phthalazin-1-amine CC1=C(C=CC=C1C(F)(F)F)[C@@H](C)NC1=NN=CC2=CC=C(C=C12)OC1CCN(CC1)C